FC=1C=C2C(=C(C(N(C2=NC1C1=C(C=CC=C1OC)F)C1=C(C=NN1C(C)C)C)=O)[N+](=O)[O-])O 6-fluoro-7-(2-fluoro-6-methoxyphenyl)-4-hydroxy-1-(1-isopropyl-4-methyl-1H-pyrazol-5-yl)-3-nitro-1,8-naphthyridin-2(1H)-one